(4-(((5-Hydroxy-1,2,3,4-tetrahydronaphthalen-2-yl)(propyl)amino)methyl)piperidin-1-yl)(thiophen-2-yl)methanone OC1=C2CCC(CC2=CC=C1)N(CCC)CC1CCN(CC1)C(=O)C=1SC=CC1